N-(5-(((1R,2S,4S)-7-oxabicyclo(2.2.1)heptan-2-yl)oxy)-1,3,4-thiadiazol-2-yl)-3'-fluoro-5'-methoxy-2',6-dimethyl-(4,4'-bipyridine)-3-carboxamide [C@H]12[C@H](C[C@H](CC1)O2)OC2=NN=C(S2)NC(=O)C=2C=NC(=CC2C2=C(C(=NC=C2OC)C)F)C